3,4-dihydro-2H-isoquinolin C1NCCC2=CC=CC=C12